(S)-4-((benzylsulfinyl)methyl)thiazole C(C1=CC=CC=C1)[S@](=O)CC=1N=CSC1